1-(cyclopropanesulfonyl)-1H-pyrazole-4-boronic acid pinacol ester C1(CC1)S(=O)(=O)N1N=CC(=C1)B1OC(C)(C)C(C)(C)O1